NCC1=CC=C(C=C1)NC(=O)[C@@H]1CC[C@H](CC1)C(=O)NC1=CC=C(C=C1)CN trans-cyclohexane-1,4-dicarboxylic acid bis-[(4-aminomethyl-phenyl)-amide]